P(=O)(O)(O)O[C@@H]1[C@@H](O)[C@H](O)[C@H](O)[C@@H](O1)C β-L-Fucose 1-phosphate